6-(hydroxymethyl)-2-methylimidazo[1',2':1,6]pyrido[2,3-b]pyrazin-3(4H)-one OCC1=CC2=C(N=C(C(N2)=O)C)N2C1=NC=C2